(+/-)-1-Hepten-3-Ol CCCCC(C=C)O